ClC1=CC=C(C=C1)C=1NC2=C(C=C(C=C2C1)N)C1=NN(C=C1)C 2-(4-Chlorophenyl)-7-(1-methyl-1H-pyrazol-3-yl)-1H-indol-5-amine